C(C)(C)(C)OC(=O)N1C[C@H]2N(CC1)C(C(C2)CC#C)=O (8aS)-6-oxo-7-(prop-2-yn-1-yl)-octahydropyrrolo[1,2-a]pyrazine-2-carboxylic acid tert-butyl ester